1-(2-(4-((3-methyl-4-((1-methyl-1H-benzimidazol-5-yl)oxy)phenyl)amino)pyrimidin-5-yl)-3-oxa-1,7-diazaspiro[4.4]non-1-en-7-yl)prop-2-en-1-one CC=1C=C(C=CC1OC1=CC2=C(N(C=N2)C)C=C1)NC1=NC=NC=C1C1=NC2(CO1)CN(CC2)C(C=C)=O